OCC(CO)NC(C(CCCC)CC)=O N-(1,3-dihydroxypropan-2-yl)-2-ethylhexanoamide